(4-bromo-2-methylbenzo[d][1,3]dioxol-2-yl)-5-chloropyridine BrC1=CC=CC=2OC(OC21)(C)C2=NC=C(C=C2)Cl